[Cd].N1=CC=CC=C1.N1=CC=CC=C1.N1=CC=CC=C1 tripyridine cadmium